5-((4-(2-(4-((2-(2-oxo-6-azaspiro[3.3]heptane-6-yl)pyrimidin-4-yl)methoxy)phenyl)propan-2-yl)phenethyl)amino)-2-(2,6-dioxopiperidin-3-yl)isoindoline-1,3-dione O=C1CC2(C1)CN(C2)C2=NC=CC(=N2)COC2=CC=C(C=C2)C(C)(C)C2=CC=C(CCNC=1C=C3C(N(C(C3=CC1)=O)C1C(NC(CC1)=O)=O)=O)C=C2